CS(=O)(=O)C=1C=C(C=C(C1)C1=CC=CC=C1)S(=O)C1=CC=C(S1)CNC(OCCCC)=O butyl ((5-((5-(methylsulfonyl)-[1,1'-biphenyl]-3-yl)sulfinyl)thiophen-2-yl)methyl)carbamate